Cl.FC=1C=2N(C=C(C1)C=1N=C3N(C(N1)=O)C=C(C=C3)C3CCNCC3)C=C(N2)C 2-(8-fluoro-2-methylimidazo[1,2-a]pyridin-6-yl)-7-(piperidin-4-yl)-4H-pyrido[1,2-a][1,3,5]triazin-4-one hydrochloride